FC(C)(F)C1=CC(=NC=N1)N1C([C@H]2[C@@H](N([C@@H](C1)C2)C(=O)OC)C(=O)OC)C dimethyl (1S,5R,7R)-3-(6-(1,1-difluoroethyl)pyrimidin-4-yl)-2-methyl-3,6-diazabicyclo[3.2.1]octane-6,7-dicarboxylate